C(C)(C)(C)OC(=O)N1CC2(CCCC2)[C@@](CC1)(CN1C=NC(=CC1=O)C1=C(C=CC=C1)OC)OC (S)-10-methoxy-10-((4-(2-methoxyphenyl)-6-oxopyrimidin-1(6H)-yl)methyl)-7-azaspiro[4.5]Decane-7-carboxylic acid tert-butyl ester